ClC1=CC=C2C(=NC=NC2=C1)NCCCCN1C(NC2(C1=O)CCCC2)=O 3-(4-((7-Chloroquinazolin-4-yl)amino)butyl)-1,3-diazaspiro[4.4]nonane-2,4-dione